C(C)(C)C1=C(NC2=CC=C(C=C12)C1CCN(CC1)C(C)C)C=1C=C(C(N(C1)C)=O)C 5-(3-isopropyl-5-(1-isopropylpiperidin-4-yl)-1H-indol-2-yl)-1,3-dimethylpyridin-2(1H)-one